hydroxy-2-thia-8-azaspiro[4.5]decane-8-carboxylic acid tert-butyl ester C(C)(C)(C)OC(=O)N1CCC2(CCSC2O)CC1